ClC=1C=C(NC2(CCC3(C(CC4=CC=CC=C34)C[C@H](COC3=C4C(=NC=C3)CC[C@@H]4CC)C)CC2)C(=O)O)C=CC1 4-(3-Chloroanilino)-2'-[(2R)-3-{[(5S)-5-ethyl-6,7-dihydro-5H-cyclopenta[b]pyridin-4-yl]oxy}-2-methylpropyl]-2',3'-dihydrospiro[cyclohexane-1,1'-indene]-4-carboxylic acid